NC=1C=C2N=C3C=C(C=CC3=CC2=CC1)NC(C(C)(C)C)=O N-(6-aminoacridin-3-yl)pivalamide